6-Bocaminopurine C(=O)(OC(C)(C)C)NC1=C2NC=NC2=NC=N1